(R)-7-(2-((2-cyclopropyl-4-(3-methylpiperazin-1-yl)phenyl)amino)-5-(trifluoromethyl)pyrimidin-4-yl)-4-methyl-3,4-dihydrothieno[2,3-f][1,4]thiazepin-5(2H)-one 1,1-dioxide C1(CC1)C1=C(C=CC(=C1)N1C[C@H](NCC1)C)NC1=NC=C(C(=N1)C1=CC2=C(C(N(CCS2(=O)=O)C)=O)S1)C(F)(F)F